copper(II) propionate C(CC)(=O)[O-].[Cu+2].C(CC)(=O)[O-]